methyl ((2-(3-chlorophenyl)-2,2-difluoro-1-phenylethoxy)carbonyl)-L-phenylalaninate ClC=1C=C(C=CC1)C(C(OC(=O)N[C@@H](CC1=CC=CC=C1)C(=O)OC)C1=CC=CC=C1)(F)F